N1=C(C=CC=C1)SSC1CCCC1 (1R,2R)-2-(pyridin-2-yldisulfaneyl)cyclopentan